CC(C)[C@@H](C)C=C[C@@H](C)[C@H]1CC[C@H]2[C@@H]3CC=C4C[C@H](CC[C@]4(C)[C@H]3CC[C@]12C)O Ergosta-5,22-dien-3β-ol